(2-([1,4'-bipiperidin]-4-yl)-6-(2-hydroxy-prop-2-yl)-2H-indazol-5-yl)-6-(trifluoromethyl)pyridinecarboxamide N1(CCC(CC1)N1N=C2C=C(C(=CC2=C1)C=1C(=NC(=CC1)C(F)(F)F)C(=O)N)C(C)(C)O)C1CCNCC1